O[C@H](C)C1=NC=2C(=C3C(=NC2)NC=C3)N1N1C[C@H](CC1)NC(=O)NCC(F)(F)F 1-((S)-1-(2-((R)-1-hydroxyethyl)imidazo[4,5-d]Pyrrolo[2,3-b]Pyridin-1(6H)-yl)pyrrolidin-3-yl)-3-(2,2,2-trifluoroethyl)urea